C(CCCC)C(C(=O)OCC(COC(C(CCCCC)CCCCC)=O)(COC(CCCCCC)=O)COC(CCCN(C)C)=O)CCCCC 2-(((4-(Dimethylamino) butanoyl)oxy)methyl)-2-((heptanoyloxy) methyl)propane-1,3-diyl bis(2-pentylheptanoate)